C(C)(=O)N1CCN(CC1)CC(C1=CN=C(S1)N)N1C(C=CC(=C1)Cl)=O 1-(2-(4-acetylpiperazin-1-yl)-1-(2-aminothiazol-5-yl)ethyl)-5-chloropyridin-2(1H)-one